COC=1C=C(COC2=CC=C(C=C2)NS(=O)(=O)N2CCCCC2)C=CC1 N-(4-((3-methoxybenzyl)oxy)phenyl)piperidine-1-sulfonamide